FC(OC1NC2=CC=CC=C2C1)(F)F trifluoromethoxy-2,3-dihydro-indol